BrC1=C2CC(N(CC2=CC=C1)C(=O)OC(C)(C)C)CN([C@H]1CCCC=2C=CC=NC12)C tert-Butyl 5-bromo-3-[[methyl-[(8S)-5,6,7,8-tetrahydroquinolin-8-yl]amino]methyl]-3,4-dihydro-1H-isoquinoline-2-carboxylate